Amino-2'-hydroxy-biphenyl-3-carboxylic acid NC1=C(C=CC=C1C(=O)O)C1=C(C=CC=C1)O